1-bromo-3-ethoxy-5-(trifluoromethyl)benzene BrC1=CC(=CC(=C1)C(F)(F)F)OCC